COC1=CC=C(COC2=C(C=C(C#N)C=C2C(F)(F)F)C)C=C1 4-((4-methoxybenzyl)oxy)-3-methyl-5-(trifluoromethyl)benzonitrile